COC1=CC=C(CN(C2=CC(=CC(=N2)C2CCC(CC2)=O)OC)CC2=CC=C(C=C2)OC)C=C1 4-(6-(bis(4-methoxybenzyl)amino)-4-methoxypyridin-2-yl)cyclohexan-1-one